2-Di-t-butylphosphino-2',4',6'-tri-i-propyl-3,6-dimethoxy-1,1'-biphenyl C(C)(C)(C)P(C1=C(C(=CC=C1OC)OC)C1=C(C=C(C=C1C(C)C)C(C)C)C(C)C)C(C)(C)C